(3-Fluoro-6-methoxypyridin-2-yl)[5-{[2-(4-isopropylphenyl)imidazo[1,2-a]pyridin-3-yl]methyl}hexahydropyrrolo[3,4-c]pyrrol-2(1H)-yl]methanone FC=1C(=NC(=CC1)OC)C(=O)N1CC2CN(CC2C1)CC1=C(N=C2N1C=CC=C2)C2=CC=C(C=C2)C(C)C